C(C)OC(/C(=C/N1CC=2NC3=CC=CC=C3C2CC1C)/SC(=S)N1CC(CCC1)C(=O)OCC)=O Ethyl (Z)-1-(((3-ethoxy-1-(3-methyl-1,3,4,9-tetrahydro-2H-pyrido[3,4-b]indol-2-yl)-3-oxoprop-1-en-2-yl)thio)carbonothioyl)piperidine-3-carboxylate